1-(6-chloro-3,5-dicyano-4-ethylpyridin-2-yl)piperidine-4-carboxamide ClC1=C(C(=C(C(=N1)N1CCC(CC1)C(=O)N)C#N)CC)C#N